1'-(2-cyclopropyl-2,2-difluoroethyl)-6'-((1S,2S)-2-(6-(2,4-dimethoxypyrimidin-5-yl)imidazo[1,2-b]pyridazin-8-yl)cyclopropyl)spiro[cyclopropane-1,3'-indolin]-2'-one C1(CC1)C(CN1C(C2(C3=CC=C(C=C13)[C@@H]1[C@H](C1)C=1C=3N(N=C(C1)C=1C(=NC(=NC1)OC)OC)C=CN3)CC2)=O)(F)F